2-chloro-5-(2,4-difluorophenyl)sulfanyl-pyrazine ClC1=NC=C(N=C1)SC1=C(C=C(C=C1)F)F